23,41-di-tert-butyl 5-[(2-chlorophenyl)diphenylmethyl] (5S,23S)-3,11,20,25-tetraoxo-1-phenyl-2,13,16-trioxa-4,10,19,24-tetraazahentetracontane-5,23,41-tricarboxylate O=C(OCC1=CC=CC=C1)N[C@@H](CCCCNC(COCCOCCNC(CC[C@H](NC(CCCCCCCCCCCCCCCCC(=O)OC(C)(C)C)=O)C(=O)OC(C)(C)C)=O)=O)C(=O)OC(C1=CC=CC=C1)(C1=CC=CC=C1)C1=C(C=CC=C1)Cl